FC=1C=C(COC2=CC=C(CN3[C@@H](CC(C3)(C)C)C(=O)N)C=C2)C=CC1 (S)-1-(4-(3-fluorobenzyloxy)benzyl)-4,4-dimethylpyrrolidine-2-carboxamide